5-(5-(4,4,5,5-tetramethyl-1,3,2-dioxaborolan-2-yl)pyrimidin-2-yl)-4,5,6,7-tetrahydrothieno[3,2-c]pyridine CC1(OB(OC1(C)C)C=1C=NC(=NC1)N1CC2=C(CC1)SC=C2)C